C(C)NCCNC(=O)C1=CC=C(C=C1)C1=C(N(C=C1)S(N)(=O)=O)C(=O)O [4-[2-(ethylamino)ethylcarbamoyl]phenyl]-1-sulfamoyl-pyrrole-2-carboxylic acid